C1(CC1)C1=NC=NC(=C1C1=NC(=C2NC=NC2=N1)N1C(CCC1)C1=CC=C(C=C1)C=1N(C=C(N1)C(F)(F)F)C(C)C)OC 2-(4-cyclopropyl-6-methoxypyrimidin-5-yl)-6-(2-(4-(1-isopropyl-4-(trifluoro-methyl)-1H-imidazol-2-yl)phenyl)pyrrolidin-1-yl)-7H-purine